CC1=NC=C(C=C1NC(=O)C=1C=C2C(=NC1)NC(=C2)C2CCOCC2)NC(CN2CCCCC2)=O N-(2-methyl-5-(2-(piperidin-1-yl)acetamido)pyridin-3-yl)-2-(tetrahydro-2H-pyran-4-yl)-1H-pyrrolo[2,3-b]pyridine-5-carboxamide